BrC=1C(=C(C(=C2C=CN=CC12)OC)F)F 8-Bromo-6,7-difluoro-5-methoxyisoquinoline